azobisbutyric acid N(=NCCCC(=O)O)CCCC(=O)O